Ethyl 2-(5-(3-(dimethylamino) propyl)-2-oxo-4-(trifluoromethyl) pyridin-1(2H)-yl)-4,4-dimethylpentanoate CN(CCCC=1C(=CC(N(C1)C(C(=O)OCC)CC(C)(C)C)=O)C(F)(F)F)C